C12(CC3CC(CC(C1)C3)C2)C=2C(=C(C=C(C2)C(C)(C)C)[Li])OCOC (3-(adamantan-1-yl)-5-(tert-butyl)-2-(methoxymethoxy)phenyl)lithium